sodium N-(4-fluoro-3-methylphenyl)sulfonamide FC1=C(C=C(C=C1)NS(=O)=O)C.[Na]